C(CCCCCCCCCCCCCCC)(=O)OC(CSC[C@H](N)C(=O)N[C@@H](CO)C(=O)N[C@@H](CCCCN)C(=O)N[C@@H](CCCCN)C(=O)N[C@@H](CCCCN)C(=O)N[C@@H](CCCCN)C(=O)O)COC(CCCCCCCCCCCCCCC)=O S-(2,3-bis(palmitoyloxy)propyl)-L-cysteinyl-L-seryl-L-lysyl-L-lysyl-L-lysyl-L-lysine